alpha-Hydroxyisobutyric acid 3,7-dimethyl-6-octenyl ester CC(CCOC(C(C)(C)O)=O)CCC=C(C)C